ClC=1C=NC(=NC1)NC1=CC=C(C=C1)N1CCN(CC1)C 5-chloro-2-((4-(4-methylpiperazin-1-yl)phenyl)amino)pyrimidin